1-benzothiophene-2-amine S1C(=CC2=C1C=CC=C2)N